FC1(C(C1)N1N=CC(=C1)C1=NC=CC(=N1)NC=1N=CC2=C(C=CC(=C2C1)C(C)C)N1[C@@H]([C@H](C1)CS(=O)(=O)C)C)F N-(2-(1-(2,2-difluorocyclopropyl)-1H-pyrazol-4-yl)pyrimidin-4-yl)-5-isopropyl-8-((2R,3S)-2-methyl-3-((methylsulfonyl)methyl)azetidin-1-yl)isoquinolin-3-amine